ClC=1C(=C(C(=O)O\N=C(/N)\C2=CC3=CC=CC=C3C=C2)C(=CC1)Cl)OC (Z)-N'-((3,6-dichloro-2-methoxybenzoyl)oxy)-2-naphthamidine